ClC=1C(=C(CCN2[C@H]([C@H]([C@@H]([C@H](C2)O)O)O)CO)C=CC1)F (2S,3R,4R,5S)-1-(3-chloro-2-fluorophenethyl)-2-(hydroxymethyl)piperidine-3,4,5-triol